(S)-2-aminomethyl-pyrrolidine-1-carboxylic acid tert-butyl ester C(C)(C)(C)OC(=O)N1[C@@H](CCC1)CN